5-((benzyloxy)methyl)bicyclo[2.2.1]hept-2-ene C(C1=CC=CC=C1)OCC1C2C=CC(C1)C2